C1(CC1)C1=CC(=NN1)NC1=NC=NC2=CC=CC=C12 4-[(5-cyclopropyl-1H-pyrazol-3-yl)amino]quinazolin